COCCOCCOCCOCCOC 2,5,8,11,14-pentaoxapentadecane